4-(Quinolin-4-yloxy)aniline N1=CC=C(C2=CC=CC=C12)OC1=CC=C(N)C=C1